[OH-].C(CCCCCCCCCCCCCCCCCCCCC)[N+](CCCS(=O)(=O)O)(C)C docosyldimethyl-(3-sulfopropyl)ammonium hydroxide